COC(=O)C1=C(NC(=C(C1C=1C2=C(SC1)C=CC=C2)C(C)=O)C)COC 5-acetyl-4-(benzo[b]thiophen-3-yl)-2-(methoxymethyl)-6-methyl-1,4-dihydropyridine-3-carboxylic acid methyl ester